ClC(C)C1=C(SC2=C1N=C(N(C2=O)C)N2CCCCC2)C 7-(1-chloroethyl)-2-(hexahydropyridin-1-yl)-3,6-dimethyl-3,4-dihydrothieno[3,2-d]pyrimidin-4-one